OC(CNC(=O)C1=CC2=C(N(C(=N2)NC=2OC3=C(N2)C=CC(=C3)C(F)(F)F)C)C=C1)C N-(2-hydroxypropyl)-1-methyl-2-((6-(trifluoro-methyl)benzo[d]oxazol-2-yl)amino)-1H-benzo-[d]imidazole-5-carboxamide